C[C@H]1[C@H]([C@H]([C@@H]([C@@H](O1)O[C@@H]2[C@H](O[C@H]([C@@H]([C@H]2O[C@H]3[C@@H]([C@H]([C@H]([C@H](O3)CO)O)O[C@H]4[C@@H]([C@H]([C@@H]([C@H](O4)CO)O[C@H]5[C@@H]([C@H]([C@H]([C@H](O5)CO)O)O)O)O[C@H]6[C@H]([C@@H]([C@@H]([C@@H](O6)C)O)O)O)NC(=O)C)O)NC(=O)C)O)CO)O)O)O The molecule is a branched amino hexasaccharide comprised of a linear chain of beta-D-galactose, N-acetyl-beta-D-glucosamine, beta-D-galactose, and N-acetyl-beta-D-glucosamine residues, linked sequentially (1->4), (1->3), and (1->4), to each N-acetyl-D-glucosamine residue of which is linked an alpha-L-fucosyl residue, the linkages being (1->4) to the reducing-end N-acetyl-D-glucosamine residue and (1->3) to the more distal N-acetyl-D-glucosamine residue. It has a role as an epitope. It is an amino hexasaccharide and a glucosamine oligosaccharide.